Cl.C1(CCCC1)N[C@@H](C)C(=O)O.CS(=O)(=O)CC[C@H](C(=O)N)NC1=NC=2C=CC=CC2C=2N1N=C(N2)C2=CC(=CC=C2)OC (2R)-4-(methylsulfonyl)-2-{[2-(3-methoxyphenyl)[1,2,4]triazolo[1,5-c]quinazolin-5-yl]amino}butanamide cyclopentyl-L-alaninate HCl salt